1-(1,3-dibromo-2-methylpropan-2-yl)-4-(trifluoromethyl)benzene BrCC(CBr)(C)C1=CC=C(C=C1)C(F)(F)F